N1=CC=C(C=C1)CNC(=O)[C@H]1N2C3=C(C=CC=C3C1)CC[C@@H](C2=O)NC([C@H]([C@H](CC)C)NC(COCCF)=O)=O (2S,5S)-5-{(2S,3S)-2-[2-(2-Fluoro-ethoxy)-acetylamino]-3-methyl-pentanoylamino}-4-oxo-1,2,4,5,6,7-hexahydro-azepino[3,2,1-hi]indole-2-carboxylic acid (pyridin-4-ylmethyl)-amide